The molecule is a 1-benzothiophene that is 1-benzothiophene-4,7-diol bearing additional methylthio and 3,7,11,15,19,23-hexamethyltetracosyl substituents at positions 5 and 6 respectively It has a role as a metabolite. It is a member of 1-benzothiophenes, an organic sulfide and a member of hydroquinones. CC(C)CCCC(C)CCCC(C)CCCC(C)CCCC(C)CCCC(C)CCC1=C(C(=C2C=CSC2=C1O)O)SC